C(C(C(C([2H])([2H])[2H])([2H])[2H])([2H])[2H])(=O)O n-butyric acid-d7